FC1CN(C1)C1=C(CNCCC2(CCOC3(CCCC3)C2)C2=NC=CC=C2)C=CC=C1 (2-(3-fluoroazetidin-1-yl)benzyl)-2-(9-(pyridin-2-yl)-6-oxaspiro[4.5]decane-9-yl)ethylamine